[2-(aminomethyl)-3,3-difluoro-allyl]-4-[[5-(1,3-benzodioxol-5-yl)benzothien-2-yl]methyl]-1,2,4-triazol-3-one trifluoroacetate salt FC(C(=O)O)(F)F.NCC(CC=1N(C(NN1)=O)CC=1SC2=C(C1)C=C(C=C2)C2=CC1=C(OCO1)C=C2)=C(F)F